5-[[(3S)-7-[3-Chloro-2-fluoro-6-(tetrazol-1-yl)phenyl]-5-oxo-2,3,8,8a-tetrahydro-1H-indolizine-3-carbonyl]amino]-3-fluoro-1H-indole-2-carboxylic acid ClC=1C(=C(C(=CC1)N1N=NN=C1)C1=CC(N2[C@@H](CCC2C1)C(=O)NC=1C=C2C(=C(NC2=CC1)C(=O)O)F)=O)F